4-(9-methyl-2-(5-methyl-2H-benzo[d][1,2,3]triazol-2-yl)-8-(pyridin-4-yl)-9H-purin-6-yl)morpholin CN1C2=NC(=NC(=C2N=C1C1=CC=NC=C1)N1CCOCC1)N1N=C2C(=N1)C=CC(=C2)C